COC([C@@H](NC([C@@H](NC(=O)C=1N=C(SC1)C=1C=NC(=NC1)NC(=O)OC(C)(C)C)COC(C)=O)=O)COC(C)=O)=O.C(C)(C)(C)OOC(CCCCCCCCCCC)=O.C[SiH](OCCCO[SiH](C)C)C 1,3-bis(dimethylsilyloxy)propane Tert-Butyl-peroxylaurate methyl-O-acetyl-N-(O-acetyl-N-(2-(2-((tert-butoxycarbonyl)amino)pyrimidin-5-yl)thiazole-4-carbonyl)-L-seryl)-L-serinate